1-(bromomethyl)-4-chloro-5-fluoro-2-methoxybenzene BrCC1=C(C=C(C(=C1)F)Cl)OC